BrC1=CC=C(C=C1)C=1C(=COC1)C1=CC=C(C=C1)O 4-(4-(4-bromophenyl)furan-3-yl)phenol